2-(1-(Aminomethyl)cyclohexyl)acetic acid NCC1(CCCCC1)CC(=O)O